1-(4-(2,6-dioxopiperidin-3-yl)-5-fluoro-2,3-dihydrobenzofuran-7-yl)azetidin-3-yl (4-chloro-2-fluorophenyl)carbamate ClC1=CC(=C(C=C1)NC(OC1CN(C1)C1=CC(=C(C=2CCOC21)C2C(NC(CC2)=O)=O)F)=O)F